2,6-difluoro-3,5-dimethoxybenzoic acid FC1=C(C(=O)O)C(=C(C=C1OC)OC)F